1-[4-[[3-[4-(difluoromethoxy)phenyl]imidazo[1,2-a]pyrazin-8-yl]amino]phenyl]pyrrolidin-2-one FC(OC1=CC=C(C=C1)C1=CN=C2N1C=CN=C2NC2=CC=C(C=C2)N2C(CCC2)=O)F